N-(4-fluoro-3-(2-(3-((2-methyl-6-(morpholinomethyl)pyrimidin-4-yl)amino)-1H-pyrazol-5-yl)ethyl)phenyl)-3-(trifluoromethyl)benzamide FC1=C(C=C(C=C1)NC(C1=CC(=CC=C1)C(F)(F)F)=O)CCC1=CC(=NN1)NC1=NC(=NC(=C1)CN1CCOCC1)C